C(COCC(=O)N)(=O)N 3-oxaglutaramide